4-((2R,3S,5R)-5-(tert-butyl)-3-(3,4-difluoro-2-methoxyphenyl)tetrahydrofuran-2-carboxamido)picolinamide C(C)(C)(C)[C@H]1C[C@H]([C@@H](O1)C(=O)NC1=CC(=NC=C1)C(=O)N)C1=C(C(=C(C=C1)F)F)OC